Glycerol tri(ethyl hexanoate) C(C)C(C(=O)OCC(OC(C(CCCC)CC)=O)COC(C(CCCC)CC)=O)CCCC